2-(5-(2-fluorophenyl)-4-(7-isobutyryl-4,7-diazaspiro[2.5]octan-4-yl)-7H-pyrrolo[2,3-d]pyrimidin-7-yl)isonicotinonitrile FC1=C(C=CC=C1)C1=CN(C=2N=CN=C(C21)N2C1(CC1)CN(CC2)C(C(C)C)=O)C=2C=C(C#N)C=CN2